COC(C(C(=O)C1=CC(=CC=C1)Cl)Cl)=O.[N+](=O)([O-])C1=C(C=CC=2CCCCC12)NC(C)=O N-(1-nitro-5,6,7,8-tetrahydronaphthalene-2-yl)acetamide Methyl-2-chloro-3-(3-chlorophenyl)-3-oxopropanoate